4-((1R,3r,5S)-8-azabicyclo[3.2.1]octan-3-yl)-7-(8-chloro-7-fluoronaphthalen-1-yl)-2-(((2R,7aS)-2-fluorohexahydro-1H-pyrrolizin-7a-yl)methoxy)-5,6,7,8-tetrahydropyrido[3,4-d]pyrimidine [C@H]12CC(C[C@H](CC1)N2)C=2C1=C(N=C(N2)OC[C@]23CCCN3C[C@@H](C2)F)CN(CC1)C1=CC=CC2=CC=C(C(=C12)Cl)F